(S)-2-((N-cyclopropylsulfamoyl)amino)-N-(1-(4-ethynyl-3-oxo-2-phenyl-2,3,7,8,9,10-hexahydrocyclohepta[de]isoquinolin-1-yl)ethyl)pyrazolo[1,5-a]pyrimidine-3-carboxamide C1(CC1)NS(=O)(=O)NC1=NN2C(N=CC=C2)=C1C(=O)N[C@@H](C)C=1N(C(C=2C(=CC=C3C2C1CCCC3)C#C)=O)C3=CC=CC=C3